oxo-2-benzothiazolpropionitrile O=C(C#N)CC=1SC2=C(N1)C=CC=C2